C(C)(C)(C)C=1C(=C(C=CC1)N1N=C2C(=N1)C=CC=C2)O 2-(3'-tert-butyl-2'-hydroxyphenyl)benzotriazole